C(C)C=1C=CC=C2C=CC=C(C12)C1=C(C=2N=C(N=C(C2C=N1)N1CC(CCC1)CS(=O)(=O)N)OCC12CCCN2CCC1)F 1-(1-(7-(8-ethylnaphthalen-1-yl)-8-fluoro-2-((tetrahydro-1H-pyrrolizin-7a(5H)-yl)methoxy)pyrido[4,3-d]pyrimidin-4-yl)piperidin-3-yl)methanesulfonamide